OC[C@@H](CC(C)C)NC1=NC(=NC(=N1)CC(C)C=1C=NC(=CC1)OC(C)C)NS(=O)(=O)C N-(4-(((R)-1-hydroxy-4-methylpent-2-yl)amino)-6-(2-(6-isopropoxypyridin-3-yl)propyl)-1,3,5-triazin-2-yl)methanesulfonamide